BrC=1C=C(C=CC1F)[C@@H]1CN2[C@H](CO1)CN(CC2)C(=O)C2=C(C(=CC=C2)OC)Cl ((3R,9aS)-3-(3-bromo-4-fluorophenyl)hexahydropyrazino[2,1-c][1,4]oxazin-8(1H)-yl)(2-chloro-3-methoxyphenyl)methanone